N[C@@H](CC(C)C)C(=O)N[C@H](CC1=CN(C2=CC=CC=C12)C)C(=O)O Nα-(L-leucyl)-1-methyl-D-tryptophan